ONC(=O)C=1C=NC(=NC1)N(CC1=CC=2N=C(N=C(C2S1)N1CCOCC1)C1=CC=C(C=C1)NC)C N-hydroxy-2-(methyl((2-(4-(methylamino)phenyl)-4-morpholinothieno[3,2-d]pyrimidin-6-yl)methyl)amino)pyrimidine-5-carboxamide